Ethyl 2-(7-cyano-5-(pyridin-4-yl) benzo[b]thiophen-2-yl)-4-methylthiazole-5-carboxylate C(#N)C1=CC(=CC2=C1SC(=C2)C=2SC(=C(N2)C)C(=O)OCC)C2=CC=NC=C2